C(C)OC1=CC(NC=C1)=O 4-ethoxy-2-oxopyridin